BrC=1C=C2C(=NC1)C(CO2)N 6-bromo-2h,3h-furo[3,2-b]pyridin-3-amine